Methyl 2-(3-chloro-4-fluorophenyl)-3-hydroxypropionate ClC=1C=C(C=CC1F)C(C(=O)OC)CO